ClC1=CC=CC(=N1)C1=CC(=CC2=C1N(C(=N2)C)CC2(CC2)CN(C(OC(C)(C)C)=O)C)F tert-butyl N-[[1-[[7-(6-chloro-2-pyridyl)-5-fluoro-2-methyl-benzimidazol-1-yl]methyl]cyclopropyl]methyl]-N-methyl-carbamate